ClC1=C(C=C(CC2=NOC(=N2)CC(C(=O)O)=C)C=C1F)F 2-((3-(4-chloro-3,5-difluorobenzyl)-1,2,4-oxadiazol-5-yl)methyl)acrylic acid